CC1=C(C2=CC=CC=C2C(=C1)OC(CCCCCC)=O)OC(CCCCCC)=O 2-methyl-1,4-bis(n-heptanoyloxy)naphthalene